C(C(=O)OCC(F)(F)F)(=O)OCC ethyl (trifluoroethyl) oxalate